6-methyl-N-[(5-methyl-1,3-oxazol-2-yl)methyl]-4-[(1-methylcyclopropyl)amino]furo[2,3-d]pyrimidine-5-carboxamide CC1=C(C2=C(N=CN=C2NC2(CC2)C)O1)C(=O)NCC=1OC(=CN1)C